6-((2,5-Dimethyl-1,2,3,4-tetrahydroquinazolin-7-yl)amino)-1,2-dihydro-3H-pyrazolo[3,4-d]pyrimidin-3-one CC1NC2=CC(=CC(=C2CN1)C)NC1=NC=C2C(=N1)NNC2=O